CN(C(C1=CC=C(C=C1)NC1=NC=C(C(=N1)NCC=1C(=NC=CC1)N(S(=O)(=O)C)C)C(F)(F)F)=O)C N,N-dimethyl-4-({4-[({2-[methyl(methylsulfonyl)amino]pyridin-3-yl}methyl)amino]-5-(trifluoromethyl)pyrimidin-2-yl}amino)benzamide